((1S,3R)-1-(4-bromo-2,6-difluorophenyl)-2-(2-fluoro-2-methylpropyl)-3-methyl-1,2,3,4-tetrahydroisoquinolin-6-yl)dimethyloxyphosphorus BrC1=CC(=C(C(=C1)F)[C@H]1N([C@@H](CC2=CC(=CC=C12)P(OC)OC)C)CC(C)(C)F)F